3-(4-hydroxy-3-iodo-5-methylphenyl)-1,2,4-oxadiazole-5-carboxylic acid methyl ester COC(=O)C1=NC(=NO1)C1=CC(=C(C(=C1)C)O)I